6-phenyl-3-(((R)-7-((R)-2-phenylpiperazine-1-carbonyl)-7-azaspiro[4.5]dec-10-yl)methyl)pyrimidin-4(3H)-one C1(=CC=CC=C1)C1=CC(N(C=N1)C[C@@H]1CCN(CC12CCCC2)C(=O)N2[C@@H](CNCC2)C2=CC=CC=C2)=O